N-(3-methoxy-2-methylbenzyl)-1,2-dimethyl-1H-pyrrole-3-carboxamide COC=1C(=C(CNC(=O)C2=C(N(C=C2)C)C)C=CC1)C